C(C)(C)(C)OC(=O)N1C(C(=CC1)C=1C=NC(=CC1)F)=O (6-fluoropyridin-3-yl)-2-oxo-2,5-dihydro-1H-pyrrole-1-carboxylic acid tert-butyl ester